N,N'-(Sulfonyl-di-4,1-phenylene)bis(1,2,3,4-Tetrahydro-6-methyl-2,4-dioxopyrimidine-5-sulfonamide) S(=O)(=O)(C1=CC=C(C=C1)NS(=O)(=O)C=1C(NC(NC1C)=O)=O)C1=CC=C(C=C1)NS(=O)(=O)C=1C(NC(NC1C)=O)=O